(R)-Dimethyl((6-(2-methyl-3H-imidazo[4,5-b]pyridin-3-yl)-4-(3-methylmorpholino)pyridin-2-yl)imino)-λ6-sulfanone CS(=O)(=NC1=NC(=CC(=C1)N1[C@@H](COCC1)C)N1C(=NC=2C1=NC=CC2)C)C